10-(1,1'-biphenyl-3-yl)anthracene-9-boronic acid C1(=CC(=CC=C1)C1=C2C=CC=CC2=C(C2=CC=CC=C12)B(O)O)C1=CC=CC=C1